(R)-2-methyl-5-(((1-methylpiperidin-4-yl)methyl)amino)-N-(1-(naphthalen-1-yl)ethyl)benzamide CC1=C(C(=O)N[C@H](C)C2=CC=CC3=CC=CC=C23)C=C(C=C1)NCC1CCN(CC1)C